diethyl-(dibutyl)ethanolamine C(C)C(O)(CN(CCCC)CCCC)CC